C1(=CC(=CC=C1)CNC(=O)C=1N=C(SC1)C#C)C1=CC=CC=C1 N-([1,1'-Biphenyl]-3-ylmethyl)-2-ethynylthiazole-4-carboxamide